tert-butyl (1S,3R)-1-(5-bromothiophen-2-yl)-2-(2-fluoro-2-methylpropyl)-3-methyl-1,2,3,4-tetrahydro-9H-pyrido[3,4-b]indole-9-carboxylate BrC1=CC=C(S1)[C@H]1N([C@@H](CC2=C1N(C1=CC=CC=C21)C(=O)OC(C)(C)C)C)CC(C)(C)F